CO\N=C\1/CCCC2=CC(=CC=C12)F (E)-6-fluoro-3,4-dihydronaphthalen-1(2H)-one O-methyl oxime